C(=C)[NH3+] N-Vinylammonium